IC(C)C1=CC=CC=C1 (1'-iodoethyl)benzene